CC1=C(OC=2CCC3=CN(N=C3C21)CC2COC2)C(=O)NC[C@H]2OCCC2 8-Methyl-2-(oxetan-3-ylmethyl)-N-[(2S)-tetrahydrofuran-2-ylmethyl]-4,5-dihydro-2H-furo[2,3-g]indazol-7-carboxamid